2-secbutyl-1-vinylcyclohexyl acetate C(C)(=O)OC1(C(CCCC1)C(C)CC)C=C